BrC1=C(N=C2N(C1=O)N(C(=C2)C)C)C(F)(F)F 6-bromo-1,2-dimethyl-5-(trifluoromethyl)-pyrazolo[1,5-a]pyrimidin-7-one